BrC1=C(C=C(OC2=CC=C(C=N2)N2C(NC=3C=NC=CC32)=O)C=C1)OC(F)(F)F 1-[6-[4-bromo-3-(trifluoromethoxy)phenoxy]-3-pyridyl]-3H-imidazo[4,5-c]pyridin-2-one